FC1=CC=C(OC2=CC=C(C=C2)C(C)=O)C=C1 1-(4-(4-fluorophenoxy)phenyl)ethanone